(2R,3R,4S,5S)-5-(4-amino-5-fluoropyrrolo[2,1-f][1,2,4]triazin-7-yl)-3-((tert-butyldimethylsilyl)oxy)-2-(((tert-butyldimethylsilyl)oxy)methyl)-4-fluorotetrahydrofuran-2-carbonitrile NC1=NC=NN2C1=C(C=C2[C@H]2[C@@H]([C@@H]([C@@](O2)(C#N)CO[Si](C)(C)C(C)(C)C)O[Si](C)(C)C(C)(C)C)F)F